C(C)OC(C1=C(C(=C(C=C1)S(=O)(=O)C)N(OC)C(C)=O)Cl)=O 3-[acetyl-(methoxy)amino]-2-chloro-4-methylsulfonyl-benzoic acid ethyl ester